4-(4-(azetidin-3-ylsulfonyl)-3,4-dihydro-2H-pyrido[4,3-b][1,4]oxazin-8-yl)benzonitrile N1CC(C1)S(=O)(=O)N1C2=C(OCC1)C(=CN=C2)C2=CC=C(C#N)C=C2